N-{4-[2-(2-chloro-4-fluorophenyl)acetamido]pyridin-2-yl}-N-(2-chlorophenyl)acetamide ClC1=C(C=CC(=C1)F)CC(=O)NC1=CC(=NC=C1)N(C(C)=O)C1=C(C=CC=C1)Cl